O1CCN(CC12CCNCC2)C(=O)O 1-oxa-4,9-diazaspiro[5.5]undecane-4-carboxylic acid